N-{(2S)-1-[3-(3-chloro-4-cyanophenyl)-1H-pyrazol-1-yl]propan-2-yl}-5-(1-hydroxyethyl)-1H-pyrazole-3-carboxamide ClC=1C=C(C=CC1C#N)C1=NN(C=C1)C[C@H](C)NC(=O)C1=NNC(=C1)C(C)O